COC(CC(C(=O)OCC)(C(=O)OCC)CC(F)(F)F)OC diethyl 2-(2,2-dimethoxyethyl)-2-(2,2,2-trifluoroethyl)malonate